racemic-2-chloro-3-fluoro-4-(1-(1-(4-fluorophenyl)ethyl)-1H-pyrazol-4-yl)pyridine ClC1=NC=CC(=C1F)C=1C=NN(C1)[C@H](C)C1=CC=C(C=C1)F |r|